2-[(oxolane-2-carbonyl)oxy]-1H-isoindole-1,3(2H)-dione O1C(CCC1)C(=O)ON1C(C2=CC=CC=C2C1=O)=O